[2-(3-chloro-2-piperazin-1-yl-6-quinolyl)-4-pyridyl]methanamine dihydrochloride Cl.Cl.ClC=1C(=NC2=CC=C(C=C2C1)C1=NC=CC(=C1)CN)N1CCNCC1